1-(4-chlorophenyl)-N-(1-methylpiperidin-3-yl)pyrido[3,4-d]pyridazin-4-amine ClC1=CC=C(C=C1)C1=C2C(=C(N=N1)NC1CN(CCC1)C)C=NC=C2